BrCCCCN1N=NC2=C1C=CC(=C2C)C(CC(=O)OCC)C2=CC(=C(C=C2)OC)[C@H](C)N2S(OC1=C(C2)C=C(C=C1)O)(=O)=O ethyl 3-[1-(4-bromobutyl)-4-methyl-1H-benzotriazol-5-yl]-3-{3-[(1S)-1-(6-hydroxy-2,2-dioxo-2H-1,2λ6,3-benzoxathiazin-3(4H)-yl)ethyl]-4-methoxyphenyl}propanoate